3-chloro-4-(4'-fluorophenyl)pyridine ClC=1C=NC=CC1C1=CC=C(C=C1)F